OCCOC1=CC=C(C=N1)NC(OC[C@@H]1OC2=C(C1)C1=C(N=C(S1)C1=C3N=CC(=NC3=CC(=C1)C)OC)C=C2F)=O (R)-(5-fluoro-2-(2-methoxy-7-methylquinoxalin-5-yl)-7,8-dihydrobenzofuro[5,4-d]thiazol-7-yl)methyl (6-(2-hydroxyethoxy)pyridin-3-yl)carbamate